2-(ethylamino)-5-fluoropyridin C(C)NC1=NC=C(C=C1)F